2-Methyl-5-((1-methylazetidin-2-yl)methoxy)-N-(1-(7-(2,2,2-trifluoroethoxy)quinolin-5-yl)cyclopropyl)benzamide CC1=C(C(=O)NC2(CC2)C2=C3C=CC=NC3=CC(=C2)OCC(F)(F)F)C=C(C=C1)OCC1N(CC1)C